N1C(=NC=C1)CCCN(C)CC1=CC=CC=C1 N-(3-imidazolylpropyl)-N-benzyl-N-methyl-amine